(2S,4R)-1-((S)-2-amino-3,3-dimethylbutyryl)-N-((5-chloronaphth-2-yl)methyl)-4-hydroxypyrrolidine-2-carboxamide N[C@H](C(=O)N1[C@@H](C[C@H](C1)O)C(=O)NCC1=CC2=CC=CC(=C2C=C1)Cl)C(C)(C)C